C(C)(C)(C)OC(N)=O.[K] potassium carbamic acid tert-butyl ester